4-(dimethylamino)but-2-enamide anthracen-9-ylmethyl-(5-iodopentyl)carbamate C1=CC=CC2=CC3=CC=CC=C3C(=C12)CN(C(O)=O)CCCCCI.CN(CC=CC(=O)N)C